N-{4-chloro-3-[(1-cyanocyclopropyl)carbamoyl]phenyl}-1-methyl-4-(methanesulfonyl)-3-(1,1,2,2,2-pentafluoroethyl)-1H-pyrazole-3-carboxamide ClC1=C(C=C(C=C1)NC(=O)C1(NN(C=C1S(=O)(=O)C)C)C(C(F)(F)F)(F)F)C(NC1(CC1)C#N)=O